C(#N)C1(CCN(CC1)C(=O)OC(C)(C)C)C(C)C1=C(C=C(C=C1F)F)F tert-butyl 4-cyano-4-(1-(2,4,6-trifluorophenyl)ethyl)piperidine-1-carboxylate